C(C1=CC=CC=C1)C1=CC=NC(N1)=O 6-benzyl-pyrimidone